CC1([C@@H]([C@@H](CCC1)C)C(=O)NCC(C1=CC=CC=C1)=O)C (1R,6R)-2,2,6-trimethyl-N-(2-oxo-2-phenylethyl)cyclohexane-1-carboxamide